C(\C=C\C(=O)O)(=O)O.C(\C=C\C(=O)O)(=O)O.CC1=NC(=NC(=C1)C)NS(=O)(=O)C1=CC=C(C=C1)N1C(=CC=2C[C@@H](CCC12)N1CCN(CC1)C)C1=CC(=C(C=C1)OC)C |r| (+-)-N-(4,6-dimethylpyrimidin-2-yl)-4-[2-(4-methoxy-3-methylphenyl)-5-(4-methylpiperazin-1-yl)-4,5,6,7-tetrahydro-1H-indol-1-yl]benzenesulfonamide difumarate